NC1=C(C=C(C(=C1)[N+](=O)[O-])N)C=CC1=CC=C(C=C1)N(C)C 2,5-diamino-4-nitro-4'-dimethylaminostilbene